1-(4-chloro-1'-methyl-1-phenyl-1H,1'H-[3,4'-bipyrazol]-5-yl)-3-((3S,4R)-4-(4-fluorophenyl)-1-(2-methoxyethyl)pyrrolidin-3-yl)urea ClC=1C(=NN(C1NC(=O)N[C@@H]1CN(C[C@H]1C1=CC=C(C=C1)F)CCOC)C1=CC=CC=C1)C=1C=NN(C1)C